FC=1C=C(C=C(C1)F)[C@@H]1CCN2N1C(C1(C2)CCN(CC1)C1=NC=CC(=N1)C(=O)N)=O (S)-2-(7'-(3,5-difluorophenyl)-1'-oxodihydro-1'H,3'H,5'H-spiro[piperidine-4,2'-pyrazolo[1,2-a]pyrazol]-1-yl)pyrimidine-4-carboxamide